(R)-3-(1-((3-(1-acetyl-4-(methoxy-d3)piperidin-4-yl)-8-(3-amino-3-methylbutan-1-yn-1-yl)-1,7-dimethyl-2-oxo-1,2-dihydro-1,6-naphthyridin-5-yl)amino)ethyl)-2-methyl-Benzonitrile C(C)(=O)N1CCC(CC1)(OC([2H])([2H])[2H])C=1C(N(C2=C(C(=NC(=C2C1)N[C@H](C)C=1C(=C(C#N)C=CC1)C)C)C#CC(C)(C)N)C)=O